CN[C@H](C(=O)O)CCC(N1CCCCC1)=O (2S)-2-(methylamino)-5-oxo-5-(1-piperidyl)pentanoic acid